ClCCCCCCN1N=C2C(=N1)C=CC=C2 2-(6-chlorohexyl)-2H-benzotriazole